8-(4-((1,6-diazaspiro[3.3]heptan-6-yl)methyl)-2-chlorophenyl)-6-(1-methylcyclopropoxy)-9-((4-methylpyridin-2-yl)methyl)-9H-purine N1CCC12CN(C2)CC2=CC(=C(C=C2)C=2N(C1=NC=NC(=C1N2)OC2(CC2)C)CC2=NC=CC(=C2)C)Cl